NC1CC(CCC1)NC(OC(C)(C)C)=O tert-butyl N-(3-aminocyclohexyl)carbamate